(E)-N-(8-(6-aminopyridin-3-yl)-1-(5-cyano-2-methylphenyl)-3-methyl-1,3-dihydro-2H-imidazo[4,5-c]quinolin-2-ylidene)cyanamide NC1=CC=C(C=N1)C1=CC=2C3=C(C=NC2C=C1)N(/C(/N3C3=C(C=CC(=C3)C#N)C)=N\C#N)C